CC1([C@@H]2CC[C@]3([C@H]([C@H](CC[C@@]13O)C)C2)C)C (1R,3R,6S,7S,8S)-2,2,6,8-tetramethyltricyclo[5.3.1.0~3,8~]undecan-3-ol